2-(4-fluorobenzylamino)-4-(4-tert-butylaminopiperidin-1-yl)-quinoline hydrochloride salt Cl.FC1=CC=C(CNC2=NC3=CC=CC=C3C(=C2)N2CCC(CC2)NC(C)(C)C)C=C1